CC1=CC=C(C=C1)SC2=CC=C(C=C2)C 4,4'-Dimethyldiphenyl sulfide